C(C)(C)(C)OC(=O)N1CCC(CC1)CC(O)C1=CN=C2C(=NC(=NN21)OCCCC)N(CC2=CC=C(C=C2)OC)CC2=CC=C(C=C2)OC 4-(2-(4-(bis(4-methoxybenzyl)amino)-2-butoxyimidazo[2,1-f][1,2,4]triazin-7-yl)-2-hydroxyethyl)piperidine-1-carboxylic acid tert-butyl ester